C(CCCCCCCCCCCC)(=O)OC1=CC=C(C=C1)N=NC1=CC=CC=C1 4-(phenyl diazenyl)phenyl tridecanoate